N1C=NC=C2C1=CN=C2 pyrrolo[3,4-d]Pyrimidine